dicyclohexyl-[3,6-dimethoxy-2',4',6'-triisopropyl[1,1'-biphenyl]-2-yl]phosphine C1(CCCCC1)P(C1=C(C(=CC=C1OC)OC)C1=C(C=C(C=C1C(C)C)C(C)C)C(C)C)C1CCCCC1